N1=C(C=CC=C1)NC1=CC=C(/C=N/O)C=C1 (E)-4-(pyridin-2-ylamino)benzaldehyde oxime